C(C=C)(=O)N1C(CN(CC1)C1=NC(=NC=2CC(CCC12)N1CCCC2=CC=CC(=C12)C#N)N1CC(C1)N(C)C)CC#N 1-(4-(4-acryloyl-3-(cyanomethyl)piperazin-1-yl)-2-(3-(dimethylamino)azetidin-1-yl)-5,6,7,8-tetrahydroquinazolin-7-yl)-1,2,3,4-tetrahydroquinoline-8-carbonitrile